ClC=1C=C(C=CC1C)N(C(=O)NCC=1C=C2CN(C(C2=CC1)=O)C1C(NC(CC1)=O)=O)CC(C(=O)O)=C 2-((1-(3-chloro-4-methylphenyl)-3-((2-(2,6-dioxopiperidin-3-yl)-1-oxoisoindolin-5-yl)methyl)ureido)methyl)acrylic acid